4-(2-amino-ethyl)-N-[4-(3-amino-propyl)-phenyl]-benzamide trifluoroacetate FC(C(=O)O)(F)F.NCCC1=CC=C(C(=O)NC2=CC=C(C=C2)CCCN)C=C1